C(C1=CC=CC=C1)C(C(=O)O)(C(=O)O)CCN(C)C 2-benzyl-2-[2-(dimethylamino)ethyl]malonic acid